FC1=C(C=C(C=C1F)F)CC(=O)O 2-(2,3,5-trifluorophenyl)acetic acid